NC1=NC=C(C2=C1C(=C(N2C)C2=C(C=C(C=C2)NC(C(=C)C)=O)Cl)C2=CC=C(C=C2)OC2CCCCC2)C#N N-(4-(4-amino-7-cyano-3-(4-(cyclohexyloxy)phenyl)-1-methyl-1H-pyrrolo[3,2-c]pyridin-2-yl)-3-chlorophenyl)methacrylamide